COC1=C(CNS(=O)(=O)C=2C=C(C=CC2N2N=CC(=C2)C(C)C)NC(CC2=C(C=CC=C2)F)=O)C=CC(=C1)OC N-{3-[(2,4-dimethoxybenzyl)sulfamoyl]-4-(4-isopropyl-1H-pyrazol-1-yl)phenyl}-2-(2-fluorophenyl)acetamide